(3R)-3-({2-[5-chloro-2-(trifluoromethoxy)phenyl][1,2,4]triazolo[1,5-c]quinazolin-5-yl}amino)pyrrolidin-2-one ClC=1C=CC(=C(C1)C1=NN2C(=NC=3C=CC=CC3C2=N1)N[C@H]1C(NCC1)=O)OC(F)(F)F